4-((3-chloro-2-fluorophenyl)amino)quinazolin-6-yl acetate C(C)(=O)OC=1C=C2C(=NC=NC2=CC1)NC1=C(C(=CC=C1)Cl)F